5-(4-{2-[5-(1-hydroxy-ethyl)-pyridin-2-yl]-ethoxy}-benzyl)-thiazolidine-2,4-dione OC(C)C=1C=CC(=NC1)CCOC1=CC=C(CC2C(NC(S2)=O)=O)C=C1